cyclopentyltrifluoroborate potassium salt [K+].C1(CCCC1)[B-](F)(F)F